[1,7,5,22,26-13C]cholesterol [13CH3]C(C)CC[13CH2][C@@H](C)[C@H]1CC[C@H]2[C@@H]3[13CH2]C=[13C]4C[C@@H](O)C[13CH2][C@]4(C)[C@H]3CC[C@]12C